(4-Bromophenyl)(6-methoxy-2-(4-methoxyphenyl)benzo[b]selenophen-3-yl)-methanol BrC1=CC=C(C=C1)C(O)C=1C2=C([Se]C1C1=CC=C(C=C1)OC)C=C(C=C2)OC